N-((2-isopropylphenyl)(pyridin-2-yl)methyl)-2,6-dimethylanilinium C(C)(C)C1=C(C=CC=C1)C([NH2+]C1=C(C=CC=C1C)C)C1=NC=CC=C1